C1(CCCC1)N1C2=C(C(C3=CC(=C(C=C13)[C@@H](C)O)F)=O)C1=CC3=C(C(N1C2)=O)COC([C@]3(O)CC)=O (S)-11-cyclopentyl-4-ethyl-8-fluoro-4-hydroxy-9-((R)-1-hydroxyethyl)-1,12-dihydro-14H-pyrano[3',4':6,7]indolizino[2,1-b]quinoline-3,6,14(4H,11H)-trione